1-hydroxymethyl-5,5-dimethyl-hydantoin OCN1C(=O)NC(=O)C1(C)C